C(C1=CC=CC=C1)N(C(O)=O)[C@@H]1C(N(CC1)[C@@H]1[C@@H](C[C@@H](CC1)NC(C)(C)C)NC(C)=O)=O.COC1=CC=C(CC2CN(CCC2)CC2=CN=C(S2)NC(C)=O)C=C1 N-(5-((3-(4-methoxybenzyl)piperidin-1-yl)methyl)thiazol-2-yl)acetamide Benzyl-((S)-1-((1S,2R,4R)-2-acetamido-4-(tert-butylamino)cyclohexyl)-2-oxopyrrolidin-3-yl)carbamate